lithium tetraiodophenol IC=1C(=C(C(=C(C1)O)I)I)I.[Li]